FC(C1=C(C(=NN1C)C(F)(F)F)CS(=O)(=O)C1(NOCC(C1)(C)C)C(=O)[O-])F 3-({[5-(difluoromethyl)-1-methyl-3-(trifluoromethyl)-1H-pyrazol-4-yl] methyl} sulfonyl)-5,5-dimethyl-4,5-dihydro-1,2-oxazainate